CC=1C=C(C2=NC(=CC(N2C1)=O)N1CCOCC1)C(C)NC1=CC=CC=C1 7-methyl-2-morpholin-4-yl-9-[1-(phenylamino)ethyl]pyrido[2,1-b]pyrimidin-4-one